ON1C(C=C(C=C1C1C2CCC(C1)C2)C)=O 1-hydroxy-4-methyl-6-(2-bicyclo[2.2.1]heptyl)-2-pyridone